CC1=C(OC2=C(C=C(C=C2C1=O)C)C(C)NC1=C(C=CC=C1)S(=O)(=O)NC(C)=O)C1=CC2=CN(N=C2C=C1)C N-((2-((1-(3,6-dimethyl-2-(2-methyl-2H-indazol-5-yl)-4-oxo-4H-chromen-8-yl)ethyl)amino)phenyl)sulfonyl)acetamide